C12=CC=C(N1)C=C1C=CC(=N1)C=C1C=CC(N1)=CC=1C=CC(N1)=C2.[Ru] ruthenium Porphyrin